C1(CCCC1)OC1C2C=CC(C1)C2=O 5-cyclopentyloxy-7-oxo-bicyclo[2.2.1]Hept-2-ene